(S)-2-(4-oxo-6-(trifluoromethyl)benzo[d][1,2,3]triazin-3(4H)-yl)-N-(1-p-tolylethyl)acetamide CC1=CC=C(C=C1)[C@H](C)NC(=O)CN2C(=O)C3=C(C=CC(=C3)C(F)(F)F)N=N2